(S)-N-(4-(7-(8-ethynyl-7-fluoro-3-hydroxynaphthalen-1-yl)-8-fluoro-2-((tetrahydro-1H-pyrrolizin-7a(5H)-yl)methoxy)pyrido[4,3-d]pyrimidin-4-yl)-1,4-oxazepan-6-yl)acrylamide C(#C)C=1C(=CC=C2C=C(C=C(C12)C1=C(C=2N=C(N=C(C2C=N1)N1CCOC[C@H](C1)NC(C=C)=O)OCC12CCCN2CCC1)F)O)F